NC1=NC=NC=2N(C3=CC=C(C=C3C21)C)C(C(=O)OCCCC)C butyl 2-(4-amino-6-methyl-9H-pyrimido[4,5-b]indol-9-yl)propanoate